3-amino-N-(3,5-dihydroxyphenyl)-6-(4-((4-methylpiperazin-1-yl)methyl)phenyl)pyrazine-2-carboxamide NC=1C(=NC(=CN1)C1=CC=C(C=C1)CN1CCN(CC1)C)C(=O)NC1=CC(=CC(=C1)O)O